1-Ethyl-7-(2-(3-methoxyphenyl)propan-2-yl)-2,2,4-trimethyl-1,2-dihydroquinoline C(C)N1C(C=C(C2=CC=C(C=C12)C(C)(C)C1=CC(=CC=C1)OC)C)(C)C